1-(4-((3-(2,3-difluoro-4-methoxyphenyl)imidazo[1,2-a]pyrazin-8-yl)amino)-2-methylbenzoyl)-N-(2-hydroxy-3-morpholinopropyl)piperidine-4-carboxamide FC1=C(C=CC(=C1F)OC)C1=CN=C2N1C=CN=C2NC2=CC(=C(C(=O)N1CCC(CC1)C(=O)NCC(CN1CCOCC1)O)C=C2)C